[N-[3-(N,N-diethylamino)propyl]glycyl]-[N-[2,4-dichlorophenethyl]glycyl]-N-(2,4-dichlorophenethyl)glycinamide C(C)N(CC)CCCNCC(=O)N(CC(=O)NCCC1=C(C=C(C=C1)Cl)Cl)C(CNCCC1=C(C=C(C=C1)Cl)Cl)=O